FC=1C(=NC=CC1C1=NOC(=C1)C1(CC1)C#N)C 1-(3-(3-fluoro-2-methylpyridin-4-yl)isoxazol-5-yl)cyclopropane-1-carbonitrile